(S)-N-methyl-1-(6-(4-methyl-1H-pyrazol-1-yl)pyridin-3-yl)ethan-1-amine CN[C@@H](C)C=1C=NC(=CC1)N1N=CC(=C1)C